C1(CCCC=2C3=CC=CC=C3CC12)[Ti](C)(C)C 1,2,3,4-tetrahydrofluorenyl-trimethyl-titanium